2-aminooctadecane-3,5-diol NC(C)C(CC(CCCCCCCCCCCCC)O)O